5-(5-cyano-6-(((3R,4S)-4-hydroxytetrahydrofuran-3-yl)(methyl)amino)pyridin-3-yl)-N-cyclopropyl-2-fluoro-4-methylbenzamide C(#N)C=1C=C(C=NC1N(C)[C@@H]1COC[C@H]1O)C=1C(=CC(=C(C(=O)NC2CC2)C1)F)C